C(CCCCCCCCCCC)OS(=O)(=O)C1=CC=CC=C1.[Cu].C(CN)N.C(CN)N bis(ethylenediamine) copper dodecylbenzenesulfonate